IC=1N=C(N2N=C(C=C(C21)C(C#N)(C)C)N2[C@@H](COCC2)C)C2=CC(=NN2C2OCCCC2)C 2-{5-iodo-7-[3-methyl-1-(oxan-2-yl)-1H-pyrazol-5-yl]-2-[(3R)-3-methyl-morpholin-4-yl]imidazo[1,5-b]pyridazin-4-yl}-2-methylpropanenitrile